(1-acetyl-piperidin-4-yl)-pyrrolidin-2-one C(C)(=O)N1CCC(CC1)N1C(CCC1)=O